C(C)OC(=O)C1=CN=C(O1)NC1=CC=C(C=C1)C(C)(C)C1=CC(=C(C(=C1)Cl)OCCCl)Cl 2-((4-(2-(3,5-Dichloro-4-(2-chloroethoxy)phenyl)propan-2-yl)phenyl)amino)oxazole-5-carboxylic acid ethyl ester